C(C1=CC=CC=C1)(C1=CC=CC=C1)C1=C(N)C(=CC(=C1)C)C(C1=CC=CC=C1)C1=CC=CC=C1 2,6-dibenzhydryl-4-methylaniline